acetyl-N-(6-bromopyridin-2-yl)-5-methyl-2-azabicyclo[3.1.0]Hexane-3-carboxamide C(C)(=O)C12NC(CC2(C1)C)C(=O)NC1=NC(=CC=C1)Br